(S)-2-amino-3-(pyridin-2-yl)propionic acid N[C@H](C(=O)O)CC1=NC=CC=C1